ClC1=C(C(=CC=C1)Cl)C1CN(C1)C1=CC(=C(CN2CCC(CC2)C(=O)OC)C=C1C)C methyl 1-(4-(3-(2,6-dichlorophenyl)azetidin-1-yl)-2,5-dimethylbenzyl)piperidine-4-carboxylate